FC=1C=C(C=C2C=NC(=NC12)C1OCCC1)C=C 8-fluoro-2-(tetrahydrofuran-2-yl)-6-vinylquinazoline